1-(4-(4-((3-chloro-4-(1-(thiazol-4-yl)ethoxy)phenyl)amino)-7H-pyrrolo[2,3-d]pyrimidin-5-yl)piperidin-1-yl)prop-2-en-1-one ClC=1C=C(C=CC1OC(C)C=1N=CSC1)NC=1C2=C(N=CN1)NC=C2C2CCN(CC2)C(C=C)=O